ClCCC1C(N(C2(C(OC12C)=O)CCCl)[C@@H](O)[C@@H]1C=CCCC1)=O 4-(2-chloroethyl)-1-(2-chloroethyl)((S)-((S)-cyclohex-2-en-1-yl)(hydroxy)methyl)-5-methyl-6-oxa-2-azabicyclo[3.2.0]Heptane-3,7-dione